FC1=NC=CC=C1Br 2-fluoro-3-bromopyridine